4-hexyl-decyl alcohol C(CCCCC)C(CCCO)CCCCCC